C(#N)C1(CC1)C#N 1,1-dicyanocyclopropane